2,6-dimethoxybenzene-sulfonyl chloride COC1=C(C(=CC=C1)OC)S(=O)(=O)Cl